2-((4,6-Dimethylpyridin-2-yl)amino)-N-(2-(2-methyl-1H-indol-3-yl)ethyl)pyrimidine-5-carboxamide, Hydrochloride Cl.CC1=CC(=NC(=C1)C)NC1=NC=C(C=N1)C(=O)NCCC1=C(NC2=CC=CC=C12)C